C(C1=CC=CC=C1)OC1[C@@H](N([C@@H](C1)C)C(=O)OCC1=CC=CC=C1)CO[C@@H]1CC[C@@H](CC1)C1=CC=CC=C1 benzyl (2S,5R)-3-(benzyloxy)-5-methyl-2-((((CIS)-4-phenylcyclohexyl)oxy)methyl)pyrrolidine-1-carboxylate